2-(((9H-fluoren-9-yl)methoxy)carbonylamino)-6-aminocaproic acid hydrochloride Cl.C1=CC=CC=2C3=CC=CC=C3C(C12)COC(=O)NC(C(=O)O)CCCCN